2,5-dianilino-3,6-dihydroterephthalic acid dimethyl ester COC(C1=C(CC(C(=O)OC)=C(C1)NC1=CC=CC=C1)NC1=CC=CC=C1)=O